2-chloro-5-(methylthio)-4-phenylpyrimidine ClC1=NC=C(C(=N1)C1=CC=CC=C1)SC